sodium R-(-)-3-hydroxybutyrate O[C@@H](CC(=O)[O-])C.[Na+]